CC(=C(C)C(=O)C1=CC=CC=C1)C2=CC=CC=C2 DIMETHYLCHALCONE